(R)-3-(3-phenoxyphenyl)isoxazolidine O(C1=CC=CC=C1)C=1C=C(C=CC1)[C@@H]1NOCC1